2-(5-(2-((Cis-4-hydroxy-4-methylcyclohexyl)amino)pyrrolo[2,1-f][1,2,4]triazin-5-yl)-2-methyl-3H-imidazo[4,5-b]pyridin-3-yl)-N,N-dimethylacetamide OC1(CCC(CC1)NC1=NN2C(C=N1)=C(C=C2)C2=CC=C1C(=N2)N(C(=N1)C)CC(=O)N(C)C)C